N-methylglycine ethyl ester hexafluorophosphate F[P-](F)(F)(F)(F)F.C(C)OC(CNC)=O